tert-butyl (3-exo)-3-(methylamino)-9-azabicyclo[3.3.1]nonane-9-carboxylate CNC1CC2CCCC(C1)N2C(=O)OC(C)(C)C